(S)-N-(pyridin-3-yl)-5-(2-((1,1,1-trifluoropropan-2-yl)amino)-7H-pyrrolo[2,3-d]pyrimidin-5-yl)pyrazolo[1,5-a]pyridine-3-carboxamide N1=CC(=CC=C1)NC(=O)C=1C=NN2C1C=C(C=C2)C2=CNC=1N=C(N=CC12)N[C@H](C(F)(F)F)C